Cl.CN(CCCN=C=NCC)C N-(3-(dimethylamino)propyl)-N'-ethylcarbodiimide hydrochloride